OC1C(CCCC1)CCCN(CCCCCCCC(=O)N(CCCCCCCCCC)CCCCCCCCCC)CCCCCCCC(=O)N(CCCCCCCCCC)CCCCCCCCCC 8,8'-((3-(2-hydroxy-cyclohexyl)propyl)-azanediyl)bis(N,N-didecyloctanamide)